methyl (5Z,8Z,10S*)-10-hydroxy-10-{(1R*,2R*)-2-[(2Z)-oct-2-en-1-yl]cyclopropyl}deca-5,8-dienoate O[C@@H](\C=C/C\C=C/CCCC(=O)OC)[C@H]1[C@@H](C1)C\C=C/CCCCC |o1:1,14,15|